6-Chloro-5-fluoro-7-methoxy-3,4-dihydronaphthalen-1(2H)-one ClC=1C(=C2CCCC(C2=CC1OC)=O)F